FC=1C=C(C=NC1)[C@H]1N(OCC1)C(=O)C1CCN(CC1)C1=NC=NC(=C1)C=1C=NC=CC1 (S)-(3-(5-fluoropyridin-3-yl)isoxazolidin-2-yl)(1-(6-(pyridin-3-yl)pyrimidin-4-yl)piperidin-4-yl)methanone